CN1N=CC(=C1)C=1N=C(C=2N(C1)N=CC2)O[C@H]2CNCCC2 6-(1-methylpyrazol-4-yl)-4-[[(3R)-3-piperidyl]oxy]pyrazolo[1,5-a]pyrazine